CC1(OCC=2C=NC(=CC21)C(=O)N[C@@H]2C(N(C=1N(CC2)N=CC1)C)=O)CC(F)(F)F 1-Methyl-N-((S)-4-methyl-5-oxo-5,6,7,8-tetrahydro-4H-pyrazolo[1,5-a][1,3]diazepin-6-yl)-1-(2,2,2-trifluoroethyl)-1,3-dihydrofuro[3,4-c]pyridin-6-carboxamid